IC1=C(C=CC=C1)NC(C1=CC(=NC=C1)N1C=NN=C1)=O N-(2-iodophenyl)-2-(4H-1,2,4-triazol-4-yl)isonicotinamide